C1(CCCC1)N1C(C(=CC2=C1N=C(N=C2)NC2=CC(=C(C=C2)N2CC1N(CC2)CCCC1)F)C#N)=O 8-cyclopentyl-2-((3-fluoro-4-(octahydro-2H-pyrido[1,2-a]pyrazin-2-yl)phenyl)amino)-7-oxo-7,8-dihydropyrido[2,3-d]pyrimidine-6-carbonitrile